C1(=CC=CC=C1)C(C#N)C (phenyl)propanenitrile